FC1=CC=C(C=C1)S(=O)(=O)NCC=1C=NN(C1)CC1=CC2=C(C(=NO2)NS(=O)(=O)C2=C(C=CC=C2)OC)C(=C1)OC N-(6-((4-(((4-fluorophenyl)sulfonamido)methyl)-1H-pyrazol-1-yl)methyl)-4-methoxybenzo[d]isoxazol-3-yl)-2-methoxybenzenesulfonamide